CN(CCOC=1C=C(C=CC1)C1=C(C=CC=C1)OCCC=1C(=NN(C1C)C)C)C N,N-dimethyl-2-((2'-(2-(1,3,5-trimethyl-1H-pyrazol-4-yl)ethoxy)-[1,1'-biphenyl]-3-yl)oxy)-ethan-1-amine